COCS(=O)(=O)NC1=C(C(=O)OC)C=CC=C1 methyl 2-((methoxymethyl)sulfonamido)benzoate